ClC1=CC=C2C(=CNC2=C1)S(=O)(=O)NC1=NC=C(C(=N1)OC)C(C(F)F)([2H])[2H] 6-chloro-N-[5-(1,1-dideuterio-2,2-difluoro-ethyl)-4-methoxy-pyrimidin-2-yl]-1H-indole-3-sulfonamide